ClC1=C(CC=2NC=C(N2)C2=CC3=CC=CC=C3C=C2)C=CC=C1Cl 2-(2,3-Dichlorobenzyl)-4-(2-naphthyl)imidazole